3-(4'-bromo[1,1'-biphenyl]-4-yl)dibenzofuran BrC1=CC=C(C=C1)C1=CC=C(C=C1)C=1C=CC2=C(OC3=C2C=CC=C3)C1